C(C)OCOC=1C=NC=CC1 3-(ethoxymethoxy)pyridine